CC=1C=CC=2C(C3=CC=C(C=C3OC2C1)C)NC(=O)C=1C(NC(=C(C1)C1=NC=CN=C1)C(F)(F)F)=O N-(3,6-dimethyl-9H-xanthen-9-yl)-2-oxo-5-(pyrazin-2-yl)-6-(trifluoromethyl)-1,2-dihydropyridine-3-carboxamide